3-{2-[1-(trifluoromethyl)cyclopropyl]ethoxyl-1H-pyrazol-1-yl}-2λ6-thia-3,9,11,19,24-pentaazatetracyclo[18.3.1.05,10.011,15]tetracosa-1(24),5(10),6,8,20,22-hexaene-2,2,4-trione FC(C1(CC1)CCOC1=NN(C=C1)N1S(C=2C=CC=C(NCCCC3CCCN3C=3N=CC=CC3C1=O)N2)(=O)=O)(F)F